3-methyl-1,2-benzisoxazol-6-ol CC1=NOC2=C1C=CC(=C2)O